tert-butyl 2-((2-bromo-6-chloropyridin-4-yl)(hydroxy)methyl)-5-(hydroxymethyl)-pyrrolidine-1-carboxylate BrC1=NC(=CC(=C1)C(C1N(C(CC1)CO)C(=O)OC(C)(C)C)O)Cl